N-(cyclopropylmethyl)-2',4-difluorobenzanilide C1(CC1)CN(C1=C(C=CC=C1)F)C(C1=CC=C(C=C1)F)=O